tert-butyl (1R,5S)-3-(4-(4-(benzo[d]thiazol-5-ylamino)quinolin-6-yl)-3-fluorobenzoyl)-3,6-diazabicyclo[3.1.1]heptane-6-carboxylate S1C=NC2=C1C=CC(=C2)NC2=CC=NC1=CC=C(C=C21)C2=C(C=C(C(=O)N1C[C@@H]3N([C@H](C1)C3)C(=O)OC(C)(C)C)C=C2)F